FC1=CC=C(OC2=CC=C(C(=O)NC3=CC(=NC=C3)C(=O)O)C=C2)C=C1 4-(4-(4-Fluorophenoxy)benzamido)picolinic acid